C(C)(C)NC(O[C@H]1C[C@H](CC1)C1=CC(=NN1)NC(=O)C1=CC(=NN1C)C(NC1=C(C(=CC=C1)OCC1=CC=C(C=C1)OC)C1OCCO1)=O)=O (1R,3S)-3-(3-(3-((2-(1,3-dioxolan-2-yl)-3-((4-methoxybenzyl)oxy)phenyl) carbamoyl)-1-methyl-1H-pyrazole-5-carboxamido)-1H-pyrazol-5-yl)cyclopentyl isopropyl-carbamate